4-HYDROXYHEPTANOIC ACID OC(CCC(=O)O)CCC